tert-butyl 4-(2-((benzyloxy)carbonyl)hydrazineyl)piperidine-1-carboxylate C(C1=CC=CC=C1)OC(=O)NNC1CCN(CC1)C(=O)OC(C)(C)C